N-[(S)-1-(3-cyano-5-fluorophenyl)ethyl]-4-[(S)-5-methyl-1,4-diazepan-1-yl]-8-cyclopropyl-6-methyl-2-oxo-1,2-dihydro-1,7-diaza-3-naphthamide C(#N)C=1C=C(C=C(C1)F)[C@H](C)NC(=O)C=1C(NC2=C(N=C(C=C2C1N1CCN[C@H](CC1)C)C)C1CC1)=O